(3S,4S,5R,6R)-5-(benzyloxy)-6-(2-(diethoxyphosphoryl)-2,2-difluoroethyl)tetrahydro-2H-pyran-2,3,4-triyl triacetate C(C)(=O)OC1O[C@@H]([C@H]([C@@H]([C@@H]1OC(C)=O)OC(C)=O)OCC1=CC=CC=C1)CC(F)(F)P(=O)(OCC)OCC